(±)-(2-Methyl-piperidin-1-yl)-quinoxalin-6-yl-methanone C[C@H]1N(CCCC1)C(=O)C=1C=C2N=CC=NC2=CC1 |r|